C1(=C(C=CC=C1)[C@](N)(C)C(=O)O)C alpha-tolylalanine